2-(2-((tert-butylsulfinyl)amino)-4-phenylbutyl)-6-methoxynicotinic acid ethyl ester C(C)OC(C1=C(N=C(C=C1)OC)CC(CCC1=CC=CC=C1)NS(=O)C(C)(C)C)=O